5-[4-amino-2-bromo-5,6-difluoro-3-(2-trimethylsilylethynyl)phenoxy]-2-fluoro-benzonitrile NC1=C(C(=C(OC=2C=CC(=C(C#N)C2)F)C(=C1F)F)Br)C#C[Si](C)(C)C